N-Stearyl-stearamid 2-Oxoglutarate O=C(C(=O)O)CCC(=O)O.C(CCCCCCCCCCCCCCCCC)NC(CCCCCCCCCCCCCCCCC)=O